NC1=CC(=C(O[C@@H]2CN(CC2)C(=O)OC(C)(C)C)C=C1)F tert-butyl (3S)-3-(4-amino-2-fluoro-phenoxy)pyrrolidine-1-carboxylate